COC1=C(C=C(C=C1)/C=C/C(=O)NC2=CC=CC=C2C(=O)O)OC The molecule is an amidobenzoic acid that is anthranilic acid in which one of the anilino hydrogens is replaced by a 3,4-dimethoxycinnamoyl group. It has a role as an anti-asthmatic drug, a nephroprotective agent, an anti-allergic agent, a calcium channel blocker, an antineoplastic agent, an aryl hydrocarbon receptor agonist and a hepatoprotective agent. It is a member of cinnamamides, a dimethoxybenzene, an amidobenzoic acid and a secondary carboxamide. It derives from an anthranilic acid.